(S)-1-(1-(1-(1H-1,2,4-triazol-1-yl)isoquinolin-4-yl)ethyl)-3-(3-chloro-4-fluorophenyl)-1-isobutylurea N1(N=CN=C1)C1=NC=C(C2=CC=CC=C12)[C@H](C)N(C(=O)NC1=CC(=C(C=C1)F)Cl)CC(C)C